NC(C(=O)O)(CCCC)C 2-amino-2-methyl-hexanoic acid